Oxadiazolamin O1N=NC(=C1)N